(1-(4-((3-amino-6-bromoquinolin-4-yl)amino)-2-(trifluoromethyl)phenyl)piperidin-4-yl)methanol NC=1C=NC2=CC=C(C=C2C1NC1=CC(=C(C=C1)N1CCC(CC1)CO)C(F)(F)F)Br